tert-butyl ((4-bromo-1,2-dimethyl-1H-imidazol-5-yl)methyl)(methyl)carbamate BrC=1N=C(N(C1CN(C(OC(C)(C)C)=O)C)C)C